ethoxyacetic nonanoic anhydride C(CCCCCCCC)(=O)OC(COCC)=O